ethylene nickel [Ni].C=C